benzyl 4-((4-((tert-butyldiphenylsilyl)oxy)-2-hydroxy-3,6-dimethylbenzoyl)oxy)-3-ethyl-2,5,6-trimethylbenzoate [Si](C1=CC=CC=C1)(C1=CC=CC=C1)(C(C)(C)C)OC1=C(C(=C(C(=O)OC2=C(C(=C(C(=O)OCC3=CC=CC=C3)C(=C2C)C)C)CC)C(=C1)C)O)C